4,4'-di(N-carbazolyl)biphenyl C1=CC=CC=2C3=CC=CC=C3N(C12)C1=CC=C(C=C1)C1=CC=C(C=C1)N1C2=CC=CC=C2C=2C=CC=CC12